ClC1=C(C(=C(C=C1)C(CC1=NC(=NC(=N1)N[C@@H](CO)CC(C)C)NS(=O)(=O)C)C)F)F N-(4-(2-(4-chloro-2,3-difluorophenyl)propyl)-6-(((R)-1-hydroxy-4-methylpent-2-yl)amino)-1,3,5-triazin-2-yl)methanesulfonamide